NC1=C2C(=NC=N1)N(N=C2I)CC2=CC=C(CNC(OC(C)(C)C)=O)C=C2 tert-butyl 4-((4-amino-3-iodo-1H-pyrazolo[3,4-d]pyrimidin-1-yl)methyl)benzylcarbamate